C(CC)C1CCC(CC1)O 4-propyl-cyclohexanol